CN1CC=2NN=C(C2C1)C(=O)N1CCC(CC1)C1=C(C=CC=C1)C(F)(F)F (5-methyl-1,4,5,6-tetrahydropyrrolo[3,4-c]pyrazol-3-yl)(4-(2-(trifluoromethyl)phenyl)piperidine-1-yl)methanone